N1C=NC(=C1)CN1CCC(CC1)N(C(=O)NC1=CC(=CC=C1)C(F)(F)F)CC1=CC=CC=C1 1-(1-((1H-imidazol-4-yl)methyl)piperidin-4-yl)-1-benzyl-3-(3-(trifluoromethyl)phenyl)urea